BrC=1C=C(C=CC1OC(\C=C\C1=C(C=CC=C1)C)=O)C1NC(NC(=C1C(=O)OCC)C)=O (E)-ethyl 4-(3-bromo-4-(3-o-tolylacryloyloxy)phenyl)-6-methyl-2-oxo-1,2,3,4-tetrahydropyrimidine-5-carboxylate